[Na].ClC=1C=C(C(C(=O)O)=CC1)C(=O)O 4-chlorophthalic acid Sodium